trans-4-((4-(2-Cyclopropyloxazol-4-yl) pyridin-2-yl)((trans-4-(5-methoxy-6-methylpyridin-2-yl)cyclohexyl)methyl) carbamoyl)cyclohexyl 3-propylazetidine-1-carboxylate C(CC)C1CN(C1)C(=O)O[C@@H]1CC[C@H](CC1)C(N(C[C@@H]1CC[C@H](CC1)C1=NC(=C(C=C1)OC)C)C1=NC=CC(=C1)C=1N=C(OC1)C1CC1)=O